S(=O)(O[C@@H]1[C@H](O[C@H]([C@@H]1O[Si](C)(C)C(C)(C)C)N1C(NC(C=C1)=O)=O)CO[Si](C)(C)C(C)(C)C)OC (2R,3R,4R,5R)-4-((tert-butyldimethylsilyl)oxy)-2-(((tert-butyldimethylsilyl)oxy)methyl)-5-(2,4-dioxo-3,4-dihydropyrimidin-1(2H)-yl)tetrahydrofuran-3-yl methyl sulfite